tert-butyl (2R,3R)-3-hydroxy-2-methyl-5-oxopyrrolidine-1-carboxylate O[C@H]1[C@H](N(C(C1)=O)C(=O)OC(C)(C)C)C